ClCCC=1C=2N(C=C(C1)C1CC1)C=C(N2)CNC2=CC(=NC=C2)NC(=O)[C@@H]2[C@H](C2)C2=CC(=CC=C2)Cl (1S,2S)-N-(4-(((8-(2-chloroethyl)-6-cyclopropylimidazo[1,2-a]pyridin-2-yl)methyl)amino)pyridin-2-yl)-2-(3-chlorophenyl)cyclopropane-1-carboxamide